BrC1=CN=C2N1C=C(C(=C2)OC)C2(CCNCC2)O 4-(3-bromo-7-methoxyimidazo[1,2-a]pyridin-6-yl)piperidin-4-ol